O=C1NC(CCC1N1C(C2=CC=CC(=C2C1)N(C1CCC(CC1)NC(OC(C)(C)C)=O)CCN1CCOCC1)=O)=O tert-butyl ((1r,4r)-4-((2-(2,6-dioxopiperidin-3-yl)-1-oxoisoindolin-4-yl)(2-morpholinoethyl)amino)cyclohexyl)carbamate